FC1=C(CC2=NC3=C(N2C[C@H]2OCC2)C=C(C=C3)C(=O)O)C=C(C(=C1)C1=NC(=CC=C1)OCC1=C(C=C(C=C1)C#CC=1C=NC(=NC1)C)F)F (S)-2-(2,5-difluoro-4-(6-((2-fluoro-4-((2-methylpyrimidin-5-yl)ethynyl)benzyl)oxy)pyridin-2-yl)benzyl)-1-(oxetan-2-ylmethyl)-1H-benzo[d]imidazole-6-carboxylic acid